(S)-2-(bis(4-methoxybenzyl)amino)-4-((1-hydroxyhexan-3-yl)amino)pyrido[4,3-d]pyrimidin-5(6H)-one COC1=CC=C(CN(C=2N=C(C3=C(N2)C=CNC3=O)N[C@H](CCO)CCC)CC3=CC=C(C=C3)OC)C=C1